2-fluoro-N-(5-fluoro-3-(6-(4-hydroxyphenyl)-7-((2-(trimethylsilyl)ethoxy)methyl)-7H-pyrrolo[2,3-d]pyrimidin-4-yl)-2-methylphenyl)-4-(2-hydroxyprop-2-yl)benzamide FC1=C(C(=O)NC2=C(C(=CC(=C2)F)C=2C3=C(N=CN2)N(C(=C3)C3=CC=C(C=C3)O)COCC[Si](C)(C)C)C)C=CC(=C1)C(C)(C)O